benzyl (2-(2-(((1R,5S,6s)-3-(3-(2,2-difluoroethyl)-1-(pyrimidin-2-yl)-1H-pyrazole-4-carbonyl)-3-azabicyclo[3.1.0]hexan-6-yl)oxy)-6-(4-fluorophenyl)pyridin-4-yl)propan-2-yl)carbamate FC(CC1=NN(C=C1C(=O)N1C[C@@H]2C([C@@H]2C1)OC1=NC(=CC(=C1)C(C)(C)NC(OCC1=CC=CC=C1)=O)C1=CC=C(C=C1)F)C1=NC=CC=N1)F